4-bromo-1-(2-methoxyethyl)-6-methylpyridin-2(1H)-one BrC1=CC(N(C(=C1)C)CCOC)=O